undecan-6-yl 8-chlorooctanoate ClCCCCCCCC(=O)OC(CCCCC)CCCCC